2-((3-cyano-6-methyl-4-(thiophene-2-yl)pyridine-2-yl)sulfenyl)-N-(2,4,6-trichlorophenyl)acetamide C(#N)C=1C(=NC(=CC1C=1SC=CC1)C)SCC(=O)NC1=C(C=C(C=C1Cl)Cl)Cl